N(=[N+]=[N-])CC(COCC(C(=O)N(C)OC)(C)C1=CC(=CC=C1)I)(C)C 3-(3-azido-2,2-dimethylpropoxy)-2-(3-iodophenyl)-N-methoxy-N,2-dimethylpropanamide